C1=CC=CC=2C3=CC=CC=C3C(C12)COC(=O)NCC(=O)O (9-fluorenylmethoxycarbonyl)-glycine